BrC1=CC=C(C=C1)C1=C(C2=C(S1)C=C(C=C2)O)OC2=CC=C(OCCCCC=O)C=C2 5-(4-(2-(4-bromophenyl)-6-hydroxybenzo[b]thiophen-3-yloxy)phenoxy)valeraldehyde